N1(C=NC=C1)C1=CC=C(CN(C=2C=C(CN3CC(NCC3)=O)C=CC2)CC2=CC(=CC=C2)OC)C=C1 4-(3-((4-(1H-imidazol-1-yl)benzyl)(3-methoxybenzyl)amino)benzyl)piperazin-2-one